FC=1C=CC2=C(CCO2)C1CNC1=NC=C(C=2N1C=C(N2)C#N)C2=CC=C(C=C2)CN2CCCC2 5-(((5-fluoro-2,3-dihydrobenzofuran-4-yl)methyl)amino)-8-(4-(pyrrolidin-1-ylmethyl)phenyl)imidazo[1,2-c]pyrimidine-2-carbonitrile